CN1N=CC(=C1)N1N=CC2=CC=C(C=C12)O 1-(1-methyl-1H-pyrazol-4-yl)-1H-indazol-6-ol